(1S,2S,3S,5R)-3-(4-chlorophenoxy)-5-((E)-4-hydrazineylidene-4,7-dihydro-1H-pyrazolo[3,4-d]pyrimidin-1-yl)cyclopentane-1,2-diol ClC1=CC=C(O[C@@H]2[C@H]([C@H]([C@@H](C2)N2N=CC\3=C2NC=N/C3=N/N)O)O)C=C1